Cl.N1=CN=CC=C1C(=O)N pyrimidine-6-carboxamide, hydrochloride